2-[2-[2-[2-[2-[2-(4-methylphenyl)sulfonyl-oxyethoxy]ethoxy]ethoxy]ethoxy]ethoxy]ethyl 4-methylbenzenesulfonate CC1=CC=C(C=C1)S(=O)(=O)OCCOCCOCCOCCOCCOCCOS(=O)(=O)C1=CC=C(C=C1)C